((5-(cyclobutylmethyl)-2,3-dihydro-1H-inden-4-yl)carbamoyl)-5-(2-hydroxypropan-2-yl)thiophene-2-sulfonamide C1(CCC1)CC=1C(=C2CCCC2=CC1)NC(=O)C1=C(SC(=C1)C(C)(C)O)S(=O)(=O)N